C(C)(C)(C)OC(=O)N1CC(CC(C1)(F)F)C(=O)NC(C(=O)O)CCN(CCCCC1=NC=2NCCCC2C=C1)C1CC1 2-[(1-tert-butoxycarbonyl-5,5-difluoro-piperidine-3-carbonyl)amino]-4-[cyclopropyl-[4-(5,6,7,8-tetrahydro-1,8-naphthyridin-2-yl)butyl]amino]butanoic acid